O=C1N(CCC(N1)=O)C1=CC=C(C2=CC=CC=C12)N1CCN(CC1)C(=O)OC(C)(C)C tert-Butyl 4-(4-(2,4-dioxotetrahydropyrimidin-1(2H)-yl)naphthalen-1-yl)piperazine-1-carboxylate